1-ethyl-5-ethynyl-4,6-difluoro-2-methyl-1,3-benzodiazole C(C)N1C(=NC2=C1C=C(C(=C2F)C#C)F)C